ClC1=C(OC=2C=CC(=C(C2)S(=O)(=O)Cl)[N+](=O)[O-])C=CC(=C1)S(=O)(=O)C 5-(2-chloro-4-(methylsulfonyl)phenoxy)-2-nitrobenzenesulfonyl chloride